tertiary butyl-benzoic acid C(C)(C)(C)C1=C(C(=O)O)C=CC=C1